3-[6-(cyclopropanecarbonylamino)-3-pyridyl]-N-(4-fluoro-3-methoxy-phenyl)-N-methyl-imidazo[1,2-a]pyridine-6-carboxamide C1(CC1)C(=O)NC1=CC=C(C=N1)C1=CN=C2N1C=C(C=C2)C(=O)N(C)C2=CC(=C(C=C2)F)OC